COC(CC1=C(C=CC(=C1)Cl)OCC1=CC=C(C=C1)OC)=O 2-[5-chloro-2-[(4-methoxyphenyl)methoxy]phenyl]acetic acid methyl ester